3-bromo-5-(trifluoromethyl)thiophene-2-carbaldehyde BrC1=C(SC(=C1)C(F)(F)F)C=O